2-(6-Bromo-2-(3,6-dihydro-2H-pyran-4-yl)-5-ethyl-7-oxo-[1,2,4]triazolo[1,5-a]pyrimidin-4(7H)-yl)-N-(2-methyl-4-(trifluoromethyl)phenyl)acetamide BrC1=C(N(C=2N(C1=O)N=C(N2)C=2CCOCC2)CC(=O)NC2=C(C=C(C=C2)C(F)(F)F)C)CC